1-{4-cyano-6-{[4-(trifluoromethyl)benzyl]amino}pyrimidin-2-yl}-1H-pyrazole-4-carboxylic acid C(#N)C1=NC(=NC(=C1)NCC1=CC=C(C=C1)C(F)(F)F)N1N=CC(=C1)C(=O)O